4-(4-(propylsulfonamidomethyl)phenyl)-1H-pyrrolo[2,3-b]pyridin C(CC)S(=O)(=O)NCC1=CC=C(C=C1)C1=C2C(=NC=C1)NC=C2